((5-(4-methoxy-3-methylphenyl)thiophen-2-yl)methyl)quinoline-2-carboxamide COC1=C(C=C(C=C1)C1=CC=C(S1)CC=1C(=NC2=CC=CC=C2C1)C(=O)N)C